4-[4-[[3-carbamoyl-6-(4-methylpiperazin-1-yl)pyrazin-2-yl]amino]phenyl]piperidine-1-carboxylic acid tert-butyl ester C(C)(C)(C)OC(=O)N1CCC(CC1)C1=CC=C(C=C1)NC1=NC(=CN=C1C(N)=O)N1CCN(CC1)C